C12(CC3CC(CC(C1)C3)C2)CCN2CCN(CC2)CC#CC2=C3C(N(C(=NC3=CC=C2)C)C2C(NC(CC2)=O)=O)=O 3-(5-(3-(4-(2-((3r,5r,7r)-adamantan-1-yl)ethyl)piperazin-1-yl)prop-1-yn-1-yl)-2-Methyl-4-oxoquinazolin-3(4H)-yl)piperidine-2,6-dione